2-(6-(((1S,2S,3R,5R)-2-fluoro-9-methyl-9-azabicyclo[3.3.1]nonan-3-yl)oxy)pyridazin-3-yl)-5-(4-methyl-2H-1,2,3-triazol-2-yl)phenol F[C@H]1[C@@H]2CCC[C@H](C[C@H]1OC1=CC=C(N=N1)C1=C(C=C(C=C1)N1N=CC(=N1)C)O)N2C